CC1=CC=C(C=C1)C2=NN3C=C(C=CC3=N2)Br 6-bromo-2-(p-tolyl)-[1,2,4]triazolo[1,5-a]pyridine